FC(C=1C=NC(=NC1)N1CCN(CC1)C(CCCC1=NNC(C2=CC=CC=C12)=O)=O)F 4-(4-(4-(5-(difluoromethyl)pyrimidin-2-yl)piperazin-1-yl)-4-oxobutyl)phthalazin-1(2H)-one